FC1(CC(C1)CNC1CCC(CC1)S(=O)(=O)N1[C@H]2CC(C[C@@H]1CC2)NC(=O)C2=NOC(=C2)C2COC2)F N-((1R,3R,5S)-8-(((1s,4S)-4-(((3,3-Difluorocyclobutyl)methyl)amino)cyclohexyl)sulfonyl)-8-azabicyclo[3.2.1]octan-3-yl)-5-(oxetan-3-yl)isoxazole-3-carboxamide